(Z)-2-(5-bromo-2-oxoindoline-3-ylidene)-N-(3-methoxyphenyl)hydrazinecarbothioamide BrC=1C=C2/C(/C(NC2=CC1)=O)=N/NC(NC1=CC(=CC=C1)OC)=S